4-chloro-8,9-dihydro-7H-cyclopenta[5',6']pyrido-[3',2':4,5]thieno[3,2-d]pyrimidine ClC=1C2=C(N=CN1)C1=C(S2)N=C2C(=C1)CCC2